[Co+]=O.[Li+] Lithium-Cobalt(III)-Oxid